N[C@@H](C(=O)OC)CSC1=C(C=CC=C1)OCC1=CC=CC=C1 (S)-methyl 2-amino-3-((2-(benzyloxy)phenyl)thio)propanoate